Bis(trifluoromethylsulfonyl)imide potassium [K+].[N-](S(=O)(=O)C(F)(F)F)S(=O)(=O)C(F)(F)F